11-fluoro-7,14-dimethyl-6,7,13,14-tetrahydro-1,15-ethenopyrazolo[3,4-e][7,2,4,10]benzoxatriazacyclotridecin-8(5H)-one FC1=CC2=C(C(N(CCOC3=C4N=C(N(C2)C)C=CN4N=C3)C)=O)C=C1